(1aRS,7bSR)-5-[2-(4-dimethylaminobutyrylamino)-4-fluorobenzenesulfonyl-amino]-1,1a,2,7b-tetrahydrocyclopropa-[c]chromene-4-carboxylic acid CN(CCCC(=O)NC1=C(C=CC(=C1)F)S(=O)(=O)NC1=CC=C2[C@@H]3[C@H](COC2=C1C(=O)O)C3)C |r|